O1C=C(C=C1)C1C(=C(NC(=C1[N+](=O)[O-])C)C)C(=O)OCCN1CCN(CC1)C1=C(C=CC=C1)OC 4-(3-Furanyl)-1,4-dihydro-2,6-dimethyl-5-nitro-3-pyridinecarboxylic acid, {2-[4-(2-methoxyphenyl)-1-piperazinyl]ethyl} ester